3-(2-cyclobutene-1-yl)propanoic acid C1(C=CC1)CCC(=O)O